N-[(1S)-1-cyclohexyl-2-[4-[5-(1-hydroxyethyl)-3-methyl-1H-pyrazol-4-yl]anilino]-2-oxo-ethyl]-1-fluoro-cyclopropanecarboxamide C1(CCCCC1)[C@@H](C(=O)NC1=CC=C(C=C1)C=1C(=NNC1C(C)O)C)NC(=O)C1(CC1)F